N1(CCOCC1)C1=CC=C(C=N1)C1=CC=C2C(=NC=NC2=C1)NC=1C=C(C=CC1)C 7-(6-morpholinylpyridin-3-yl)-N-(m-tolyl)quinazolin-4-amine